C(C(C)C)N1CC(N(CC1)CC1=CC=2N(C=C1)N=CC2N2CNCC=C2)=O 1-(5-((4-isobutyl-2-oxopiperazin-1-yl)methyl)pyrazolo[1,5-a]Pyridin-3-yl)diHydropyrimidine